NC1=CC(=C(C=C1)NC([C@H](C(C)C)NC(C1=C(C=CC(=C1)Cl)O)=O)=O)Cl (S)-N-(1-((4-Amino-2-chlorophenyl)amino)-3-methyl-1-oxobutan-2-yl)-5-chloro-2-hydroxybenzamide